(2S,4r)-1-[(2S)-2-(4-cyclopropyl-triazol-1-yl)-3,3-dimethyl-butyryl]-N-[(4,4-difluoro-1-methyl-3-piperidinyl)methyl]-4-hydroxy-pyrrolidine-2-carboxamide C1(CC1)C=1N=NN(C1)[C@H](C(=O)N1[C@@H](C[C@H](C1)O)C(=O)NCC1CN(CCC1(F)F)C)C(C)(C)C